tri(4-imidazol-1-yl-phenyl)amine N1(C=NC=C1)C1=CC=C(C=C1)N(C1=CC=C(C=C1)N1C=NC=C1)C1=CC=C(C=C1)N1C=NC=C1